(S)-5-methoxy-1-(5-((3-methylpiperazin-1-yl)methyl)pyrazolo[1,5-a]pyridin-3-yl)pyrimidine-2,4(1H,3H)-dione COC=1C(NC(N(C1)C=1C=NN2C1C=C(C=C2)CN2C[C@@H](NCC2)C)=O)=O